C1(CCC1)NC(=O)C=1N=C(SC1C)N(C(COC)=O)C1=CC(=NC(=C1)F)F N-cyclobutyl-2-[(2,6-difluoro-4-pyridyl)-(2-methoxyacetyl)amino]-5-methyl-thiazole-4-carboxamide